BrC1=C(C=CC=C1)NC(C1=C(C=CC=C1)C)=S N-(2-bromophenyl)-2-methylthiobenzamide